ClC1=NC=C(C(=O)NOCC)C(=C1)NC1=C(C(=CC=C1)C1=NC=C(C=N1)Cl)OC 6-chloro-4-((3-(5-chloropyrimidin-2-yl)-2-methoxyphenyl)amino)-N-ethoxynicotinamide